CN1C(CCCC1)CCCC1N(CCCC1)C trimethylenebis(1-methylpiperidine)